NCCC1=NC=C(C=C1Cl)C(F)(F)F 2-aminoethyl-3-chloro-5-trifluoromethyl-pyridine